ClC1=CC=2N(C=C1)C=C(N2)C(=O)NNC(NC2=CC=C(C=C2)S(N)(=O)=O)=S 2-(7-Chloroimidazo[1,2-a]pyridine-2-carbonyl)-N-(4-sulfamoylphenyl)hydrazine-1-carbothioamide